C(C)C1=C(C=CC=C1N)N 2-ethyl-1,3-diaminobenzene